C(=C)C1=CC=C(C=C1)C1=NC=NC=N1 6-(4-vinylphenyl)-1,3,5-triazine